CC(C)(C)C=1C=C(C[C@H](N)C(=O)[NH-])C=C(C1O)C(C)(C)C 3,5-bis(1,1-dimethylethyl)-4-hydroxy-phenylalanyl-amide